ClC=1C=CC(=C(C1)NC(=O)N1C2CCC1CC=1C(=NC=CC12)F)F (±)-N-(5-chloro-2-fluorophenyl)-1-fluoro-6,7,8,9-tetrahydro-5H-5,8-epiminocyclohepta[c]-pyridine-10-carboxamide